(S)-2-(1-(4-hydroxyphenyl)ethyl)isoindoline-1,3-dione OC1=CC=C(C=C1)[C@H](C)N1C(C2=CC=CC=C2C1=O)=O